(R)-6-(5-ethyl-1,2,4-oxadiazol-3-yl)-2H-spiro[benzofuran-3,4'-oxazolidin]-2'-one C(C)C1=NC(=NO1)C1=CC2=C(C=C1)[C@@]1(NC(OC1)=O)CO2